C(C)OCOC1=C(C=CC(=C1)C=O)C1=C(N=C(N=N1)N[C@H]1CN(CCC1)C(=O)OC(C)(C)C)C tert-butyl (R)-3-((6-(2-(ethoxymethoxy)-4-formylphenyl)-5-methyl-1,2,4-triazin-3-yl)amino)piperidine-1-carboxylate